ClC1=CC2=C(NC3C(C=C2CCCN(C)C)=CC=CC3)C=C1 3-(2-Chloro-5,6-dihydrobenzo[b][1]benzazepin-11-yl)-N,N-dimethylpropan-1-amine